C(C)CS(=O)(=O)ON1N=CC(=C1)C1=NC2=C(C(=CC=C2N=C1)OC1=CC2=C(N=C(N2COCC[Si](C)(C)C)C)C=C1)Cl [4-[8-chloro-7-[2-methyl-3-(2-trimethylsilylethoxymethyl) benzimidazol-5-yl] oxy-quinoxalin-2-yl] pyrazol-1-yl] ethylmethanesulfonate